4-Ethynyl-1-(6-methoxypyridin-3-yl)-5-methyl-1H-imidazole-2-carboxamide C(#C)C=1N=C(N(C1C)C=1C=NC(=CC1)OC)C(=O)N